cis-5-methyl-hexahydro-pyrrolo[3,4-c]pyrrol-2-yl-pyridazin-3-yl-1H-indole CN1C[C@@H]2[C@H](C1)CN(C2)C=2N(C1=CC=CC=C1C2)C=2N=NC=CC2